6-(4-((1-benzyl-1H-indol-5-yl)methyl)-4H-thieno[3,2-b]pyrrole-3-carboxamido)spiro[3.3]heptane-2-carboxylic acid C(C1=CC=CC=C1)N1C=CC2=CC(=CC=C12)CN1C2=C(C=C1)SC=C2C(=O)NC2CC1(CC(C1)C(=O)O)C2